N-(2-((1r,3r,5r,7r)-adamantan-2-ylamino)ethyl)-1-(2,4-dichlorophenyl)-4-methyl-5-phenyl-1H-pyrazole-3-carboxamide C12C(C3CC(CC(C1)C3)C2)NCCNC(=O)C2=NN(C(=C2C)C2=CC=CC=C2)C2=C(C=C(C=C2)Cl)Cl